CC1=C(C2=C(N=CN=C2NC2(CC2)C)O1)C(=O)NCC=1N=C(NC(C1)=O)C 6-methyl-N-[(2-methyl-6-oxo-1,6-dihydropyrimidin-4-yl)methyl]-4-[(1-methylcyclopropyl)amino]furo[2,3-d]pyrimidine-5-carboxamide